(trans)-8-(8'-Chloro-4'H,6'H-spiro[1,3-dioxolan-2,5'-[1,2,4]triazolo[4,3-a][1]benzazepin]-1'-yl)-3-methyl-1-oxa-3-azaspiro[4.5]decan-2-on ClC=1C=CC2=C(CC3(CC=4N2C(=NN4)C4CCC2(CN(C(O2)=O)C)CC4)OCCO3)C1